3-(6-(methyl(2,2,6,6-tetramethylpiperidin-4-yl)amino)pyridazin-3-yl)-7-(tetrahydro-2H-pyran-4-yl)naphthalen-2-ol CN(C1=CC=C(N=N1)C=1C(=CC2=CC(=CC=C2C1)C1CCOCC1)O)C1CC(NC(C1)(C)C)(C)C